4-{3-(cyanomethyl)-3-[4-(7H-pyrrolo[2,3-d]pyrimidin-4-yl)-1H-pyrazol-1-yl]azetidin-1-yl}-N-[2-(trifluoromethoxy)phenyl]piperidine-1-carboxamide C(#N)CC1(CN(C1)C1CCN(CC1)C(=O)NC1=C(C=CC=C1)OC(F)(F)F)N1N=CC(=C1)C=1C2=C(N=CN1)NC=C2